3-(5-(3-fluoro-4-((3-hydroxy-3-phenylazetidin-1-yl)methyl)pyridin-2-yl)-1-oxoisoindolin-2-yl)piperidine-2,6-dione FC=1C(=NC=CC1CN1CC(C1)(C1=CC=CC=C1)O)C=1C=C2CN(C(C2=CC1)=O)C1C(NC(CC1)=O)=O